C(=O)O.COCCN1C(=NC2=C1C=C(C=C2)C(=O)O)CN2CCC(CC2)C2=CC=CC=1OC(OC12)(C1=CC=C(C=C1)C(F)(F)F)C 1-(2-methoxyethyl)-2-[(4-{2-methyl-2-[4-(trifluoromethyl)phenyl]-1,3-benzodioxol-4-yl}piperidin-1-yl)methyl]-1H-benzimidazole-6-carboxylic acid, formate salt